C(C)(C)(C)OC(N(C)[C@@H]1CN(CC1)C(=O)C=1C=NC(=CC1)NC(C)(C)C)=O N-[(3S)-1-[6-(tert-butylamino)pyridine-3-carbonyl]pyrrolidin-3-yl]-N-methylcarbamic acid tert-butyl ester